ClC1=CC=C(CN2C[C@H](N(CC2)C2CC3(C2)CCNCC3)C3=C(C=CC=C3)C(C)C)C=C1 |o1:8| (R or S)-2-(4-(4-chlorobenzyl)-2-(2-isopropylphenyl)piperazin-1-yl)-7-azaspiro[3.5]nonane